C1(OCCC2=C1C=CC=C2)CC(=O)NC2CCC(CC2)NC2=CC(=NC1=CC=C(C=C21)Cl)C(F)(F)F 2-(3,4-dihydro-1H-2-benzopyran-1-yl)-N-[(1s,4s)-4-{[6-chloro-2-(trifluoromethyl)quinolin-4-yl]amino}cyclohexyl]acetamide